((2-((4,5-dimethylthiazol-2-yl)carbamoyl)phenyl)amino)-22-oxo-4,7,10,13,16,19-hexaoxa-behenic acid CC=1N=C(SC1C)NC(=O)C1=C(C=CC=C1)NC(C(=O)O)COCCOCCOCCOCCOCCOCCC=O